Ethyl 4-((2-(4-fluorophenyl)imidazo[1,2-a]pyrazin-3-yl)amino)benzoate FC1=CC=C(C=C1)C=1N=C2N(C=CN=C2)C1NC1=CC=C(C(=O)OCC)C=C1